NC1=CC=C(C=N1)OC1=CC=C(C=C1)NC(=O)NC1=C(C=CC=C1)F 1-(4-((6-aminopyridin-3-yl)oxy)phenyl)-3-(2-fluorophenyl)urea